ClC=1C(=C(C=CC1F)NC(=O)N1[C@H]2CC[C@@H]1CC=1C(=NC=CC12)F)F (5S,8R)-N-(3-chloro-2,4-difluorophenyl)-1-fluoro-6,7,8,9-tetrahydro-5H-5,8-epiminocyclohepta[c]pyridine-10-carboxamide